C(C=C)(=O)NC1=CC=C(C(=O)NC=2C3=C(NN2)C(N(C3)C(=O)NC3CN(CC2=CC=CC=C32)C)(C)C)C=C1 3-(4-acrylamidobenzamido)-6,6-dimethyl-N-(2-methyl-1,2,3,4-tetrahydroisoquinolin-4-yl)-4,6-dihydropyrrolo[3,4-c]pyrazole-5(1H)-carboxamide